6-benzyl-5-hydroxy-2-(4-methoxyphenylethyl)pyridine-3,4-dicarboxylic acid C(C1=CC=CC=C1)C1=C(C(=C(C(=N1)CCC1=CC=C(C=C1)OC)C(=O)O)C(=O)O)O